2-chloro-4-(pyrrolidin-1-yl)pyrido[2,3-d]pyrimidine ClC=1N=C(C2=C(N1)N=CC=C2)N2CCCC2